C(C=C)OC=1C=C(C=CC1)N(CCC(=O)O)CCC(=O)O ((3-(Allyloxy)phenyl)azanediyl)dipropanoic acid